2-(2'-hydroxy-3'-tert-butyl-5'-methoxyphenyl)5-amino-benzotriazole OC1=C(C=C(C=C1C(C)(C)C)OC)N1N=C2C(=N1)C=CC(=C2)N